ClC1=CC=C(C[C@@H]2N(C[C@H]3N(C2)C[C@H](C3)S(=O)(=O)C)C(=O)OC(C)(C)C)C=C1 tert-butyl (3S,7S,8aS)-3-(4-chlorobenzyl)-7-(methylsulfonyl)hexahydropyrrolo[1,2-a]pyrazine-2(1H)-carboxylate